ClC=1C=C(C=2C[C@H](CC2C1)NC=1N=CC2=C(N1)CN(C2=O)CC2CC2)C#N (S)-6-chloro-2-((6-(cyclopropylmethyl)-5-oxo-6,7-dihydro-5H-pyrrolo[3,4-d]pyrimidin-2-yl)amino)-2,3-dihydro-1H-indene-4-carbonitrile